C(C)(C)(C)OC(=O)N1CC(CC1)NC(C)C.CC(CC(C)C)=NCCC[Si](OCC)(OCC)C 3-(1,3-dimethylbutylidene)aminopropyl-methyl-diethoxysilane tert-butyl-3-(isopropylamino)pyrrolidine-1-carboxylate